2,3-dichlorobenzoic acid ClC1=C(C(=O)O)C=CC=C1Cl